FC[C@@H](CO)O (2R)-3-fluoropropane-1,2-diol